FC1=C(C=CC=C1)NC=1C=NC=2CC(N(C(C2C1)([2H])[2H])C=1C(=CC=2N(N1)C=NN2)C)([2H])[2H] N-(2-fluorophenyl)-6-(7-methyl-[1,2,4]triazolo[4,3-b]pyridazin-6-yl)-5,6,7,8-tetrahydro-1,6-naphthyridin-5,5,7,7-d4-3-amine